3,4,5-pyridinetricarboxylic acid N1=CC(=C(C(=C1)C(=O)O)C(=O)O)C(=O)O